COC(=O)N1CC(=CC=C1C(=O)OC)C#N 3-cyanopyridine-1,6-dicarboxylic acid dimethyl ester